N-(tetrahydro-2H-pyran-4-yl)-7H-pyrrolo[2,3-d]pyrimidin-2-amine O1CCC(CC1)NC=1N=CC2=C(N1)NC=C2